2-((4-cyano-5-((1-(methylsulfonyl)piperidin-4-yl)methoxy)pyridin-2-yl)methyl)isoindoline-5-carbonitrile C(#N)C1=CC(=NC=C1OCC1CCN(CC1)S(=O)(=O)C)CN1CC2=CC=C(C=C2C1)C#N